C(C)OC1=NN=C(O1)C(=O)OCC ethyl 5-ethoxy-1,3,4-oxadiazole-2-carboxylate